NC1=CC(C=2OC3=C(C2O1)C=CC=C3)C3=CC=C(C=C3)OC 2-amino-4-(4-methoxyphenyl)-4H-pyrano[3,2-b]benzofuran